[Br-].C(CCCCCCCCCCCCC)[P+](C1=CC=CC=C1)(C1=CC=CC=C1)C1=CC=CC=C1 Tetradecyltriphenylphosphonium bromide